trans-4,5-dichloro-4,5-dimethyl-1,3-dioxolane-2-one Cl[C@@]1(OC(O[C@@]1(C)Cl)=O)C